4,7-Dioxadecan-2,9-di-amin CC(COCCOCC(C)N)N